NC1=C(C=CC(=C1)OC(F)(F)F)C(=O)N1CCC(CC1)C1=C2C(=NC=C1F)NC(=N2)C21CC(C2)(C1)OC [2-amino-4-(trifluoromethoxy)phenyl]-[4-[6-fluoro-2-(3-methoxy-1-bicyclo[1.1.1]pentanyl)-3H-imidazo[4,5-b]pyridin-7-yl]-1-piperidyl]methanone